C1(CCCCC1)C(C[SiH](OCCC)OCCC)C1CCCCC1 dicyclohexylethyl-dipropyloxysilane